4-(2-methoxyethoxy)-5-(6-(((E)-1-methylpyrrolidin-2-ylidene)amino)-9H-purin-9-yl)tetrahydrofuran COCCOC1CCOC1N1C2=NC=NC(=C2N=C1)/N=C\1/N(CCC1)C